(S)-N-[1-(5-chloro-4-methylpyrimidin-2-yl)-3-cyano-3-methylcyclobutyl]-2-methylpropan-2-sulfinamide ClC=1C(=NC(=NC1)C1(CC(C1)(C)C#N)N[S@@](=O)C(C)(C)C)C